CC1(C(C2=C(OCCO2)C(C1)=O)=O)S(=O)(=O)[O-].[Ca+2].CC1(C(C2=C(OCCO2)C(C1)=O)=O)S(=O)(=O)[O-] calcium 6-methyl-5,8-dioxo-2,3,5,6,7,8-hexahydrobenzo[b][1,4]dioxine-6-sulfonate